C1(=CC=C(C=C1)N1C2=CC=CC=C2C=2C=C(C=CC12)C=1C=CC=2N(C3=CC=CC=C3C2C1)C1=CC=C(C=C1)C1=CC=CC=C1)C1=CC=CC=C1 Bis(1,1'-biphenyl-4-yl)-3,3'-bi-9H-carbazole